cyclopropa-azulene C1C=2C=CC=C3C=CC=C3C21